O=C1N(CC[C@H]1OC[C@H](C)OC1=C(C(NN=C1)=O)C(F)(F)F)C1CCN(CC1)C1=NC=C(C=N1)C(F)(F)F 5-(((S)-1-(((R)-2-oxo-1-(1-(5-(trifluoromethyl)pyrimidin-2-yl)piperidin-4-yl)pyrrolidin-3-yl)oxy)propan-2-yl)oxy)-4-(trifluoromethyl)pyridazin-3(2H)-one